6-phenyl-1-hexyne C1(=CC=CC=C1)CCCCC#C